[3-(Benzyloxy)propoxy](tert-butyl)dimethylsilane C(C1=CC=CC=C1)OCCCO[Si](C)(C)C(C)(C)C